(1-(4-amino-2-(trifluoromethyl)phenyl)piperidin-4-yl)methanol tert-butyl-(1R,5S)-6,8-dioxo-3,7-diazabicyclo[3.3.1]nonane-3-carboxylate C(C)(C)(C)[C@]12CN(C[C@@H](C(NC1=O)=O)C2)C(=O)OCC2CCN(CC2)C2=C(C=C(C=C2)N)C(F)(F)F